COC1=CC=C(C=C1)C1=NN2C(=NC=3C(=CC=CC3C2=N1)C1COC1)N[C@H]1CNCCCC1 (3R)-3-{[2-(4-methoxyphenyl)-7-(oxetan-3-yl)[1,2,4]triazolo[1,5-c]quinazolin-5-yl]amino}azepan